C(#N)C[C@H](CC(=O)N[C@H]1CCC=2C=3C1=C1C(=NC3C=C(C2C)F)C2=CC3=C(C(N2C1)=O)COC([C@]3(O)CC)=O)O (R)-4-cyano-N-((1S,9S)-9-ethyl-5-fluoro-9-hydroxy-4-methyl-10,13-dioxo-2,3,9,10,13,15-hexahydro-1H,12H-benzo[de]pyrano[3',4':6,7]indolizino[1,2-b]quinolin-1-yl)-3-hydroxybutyramide